C(C)NC(=O)N1N=C(C=C1C)OC1=C(C=C(C=C1F)C(F)(F)F)Cl N-ethyl-3-(2-chloro-6-fluoro-4-tri-fluoromethyl-phenoxy)-5-methyl-1H-pyrazole-1-carboxamide